ClC1=NC=CC(=C1Cl)CO (2,3-dichloro-4-pyridyl)methanol